NC=1C=C(C=C2C=C(N=CC12)NC(=O)[C@H]1[C@@H](C1)C#N)C1=C(C2=NC=CN=C2N=C1)C |r| (±)-trans-N-(8-amino-6-(8-methylpyrido[3,2-b]pyrazin-7-yl)isoquinolin-3-yl)-2-cyanocyclopropaneCarboxamide